ClCC(O)C=1C=CC(=C(C1)C(=O)N)O 5-(2-chloro-1-hydroxyethyl)-2-hydroxybenzene-1-carboxamide